ClC=1C=C(C(=O)NS(=O)(=O)C2=C(C=C(C=C2)N[C@@H]2[C@H](CCCC2)N(C)C)F)C=CC1OCC1CCCC1 3-chloro-4-(cyclopentylmethoxy)-N-((4-(((1S,2S)-2-(dimethylamino)-cyclohexyl)amino)-2-fluorophenyl)sulfonyl)benzamide